ClC1=CC(=NC=C1Cl)C(=O)N1[C@@H](CCC1)COC (S)-(4,5-dichloropyridin-2-yl)(2-(methoxymethyl)pyrrolidin-1-yl)-methanone